(S)-2-(4-methoxyphenyl)-4-phenyl-4-(trifluoromethyl)-4H-benzo[4,5]Imidazo[1,2-c][1,3,5]Oxadiazine COC1=CC=C(C=C1)C1=NC=2N([C@@](O1)(C(F)(F)F)C1=CC=CC=C1)C1=C(N2)C=CC=C1